1,2-bis(4-chlorophenyl)-1-propanone ClC1=CC=C(C=C1)C(C(C)C1=CC=C(C=C1)Cl)=O